FC=1C=C(C(=O)NC=2SC(=CN2)C2=CC(=CC=C2)N2CCCC2)C=C(C1O)/C=N/NC1=NC=CN=C1 (E)-3-fluoro-4-hydroxy-5-((2-(pyrazin-2-yl)hydrazono)methyl)-N-(5-(3-(pyrrolidin-1-yl)phenyl)thiazol-2-yl)benzamide